ClC1=C(C(=O)N(C(C2=C(C(=C(C(=C2F)F)F)F)F)=O)C)C=C(C=N1)C=1C=NN(C1)C1=C(C=C(C=C1Cl)C(C(F)(F)F)(C(F)(F)F)F)Cl 2-Chloro-5-(1-(2,6-dichloro-4-(perfluoropropan-2-yl)phenyl)-1H-pyrazol-4-yl)-N-methyl-N-(perfluorobenzoyl)nicotinamide